C(=O)(O)CC1=CC(=C(C(=O)NC2=C(C(=O)O)C=CC=C2)C=C1O)O 2-(4-(carboxymethyl)-2,5-dihydroxybenzoylamino)benzoic acid